The molecule is a luteolin glucosiduronic acid consisting of luteolin having a beta-D-glucosiduronic acid residue attached at the 5-position. It has a role as a metabolite. It is a luteolin O-glucuronoside and a trihydroxyflavone. C1=CC(=C(C=C1C2=CC(=O)C3=C(O2)C=C(C=C3O[C@H]4[C@@H]([C@H]([C@@H]([C@H](O4)C(=O)O)O)O)O)O)O)O